FC=1C=C(C=NC1O)C1=CC=C(C=C1)[C@@H](CCN1CCC(CC1)[NH3+])NC(=O)C=1SC2=NC=3CC[C@@H](CC3C=C2N1)C(C)(C)C |r| [1-[rac-(3R)-3-[4-(5-fluoro-6-hydroxy-3-pyridyl)phenyl]-3-[[rac-(7S)-7-tert-butyl-5,6,7,8-tetrahydrothiazolo[5,4-b]quinoline-2-carbonyl]amino]propyl]-4-piperidyl]ammonium